O=C1NC(CCC1N1C(C2=CC=C(C=C2C1)NS(=O)(=O)C1=CC(=CC=C1)C)=O)=O N-(2-(2,6-dioxo-piperidin-3-yl)-1-oxoisoindolin-5-yl)-3-methyl-benzenesulfonamide